1,3,5-tris(2,3,5,6-tetramethyl-4-aminophenyl)benzene Tert-butyl-(4-ethylpiperidin-4-yl)carbamate C(C)(C)(C)N(C(O)=O)C1(CCNCC1)CC.CC1=C(C(=C(C(=C1C)N)C)C)C1=CC(=CC(=C1)C1=C(C(=C(C(=C1C)C)N)C)C)C1=C(C(=C(C(=C1C)C)N)C)C